CC=1C(=C2C=CNC2=C(C1)C)CN1C2CCC(C1C1=CC=C(C(=O)O)C=C1)C2 4-(2-((5,7-dimethyl-1H-indol-4-yl)methyl)-2-azabicyclo[2.2.1]hept-3-yl)benzoic acid